C1=NC=CC2=C3C(=CC=C12)C1=CC=CC=C1C=C3 Naphtho[2,1-f]isoquinoline